2-[2-(4-Fluoro-2-methyl-phenoxy)-4-methyl-5-(trifluoromethyl)-3-pyridinyl]-4-oxo-1H-1,6-naphthyridine-5-carboxylic acid FC1=CC(=C(OC2=NC=C(C(=C2C=2NC=3C=CN=C(C3C(C2)=O)C(=O)O)C)C(F)(F)F)C=C1)C